2-((6-chloro-1H-imidazo[4,5-c]pyridin-2-yl)thio)-N-(3-fluoro-4-methoxyphenyl)acetamide ClC1=CC2=C(C=N1)N=C(N2)SCC(=O)NC2=CC(=C(C=C2)OC)F